COC(=O)C=1N(C2=CC=C(C(=C2C1CC)C=1C(=NN(C1C)C)COCC1=CC=C(C=C1)OC)Cl)CCC(=O)OC 5-chloro-1-(3-methoxy-3-oxopropyl)-4-(3-(((4-methoxybenzyl)oxy)methyl)-1,5-dimethyl-1H-pyrazol-4-yl)-3-ethyl-1H-indole-2-carboxylic acid methyl ester